ethyl 2-(3,4-difluorophenyl)-2-oxoacetate FC=1C=C(C=CC1F)C(C(=O)OCC)=O